3-[2-(difluoromethyl)-5-nitrophenyl]-5-fluoropyridine FC(C1=C(C=C(C=C1)[N+](=O)[O-])C=1C=NC=C(C1)F)F